FC1=CC=C(C=C1)C1=C(CCC(C1)(C)C)CN1C2CN(CC1C2)C(=O)C=2C=C1CN(C(C1=CC2)=O)C2C(NC(CC2)=O)=O 3-(5-(6-((4'-fluoro-5,5-dimethyl-3,4,5,6-tetrahydro-[1,1'-biphenyl]-2-yl)methyl)-3,6-diazabicyclo[3.1.1]heptane-3-carbonyl)-1-oxoisoindolin-2-yl)piperidine-2,6-dione